Ethylene aluminum [Al].C=C